(S)-1-(3,4-difluorophenyl)-5-(5-(1,4-dimethyl-1H-1,2,3-triazol-5-yl)-1-((1r,4S)-4-hydroxycyclohexyl)-1H-benzo[d]imidazol-2-yl)pyrrolidin-2-one FC=1C=C(C=CC1F)N1C(CC[C@H]1C1=NC2=C(N1C1CCC(CC1)O)C=CC(=C2)C2=C(N=NN2C)C)=O